5-methyl-5,6,7,8-tetrahydro-1,6-naphthyridin-8-ol CC1C=2C=CC=NC2C(CN1)O